ClC=1C=C(C=CC1)C1OC2=CC(=NC(NS(C=3C=CC=C(C(NC1)=O)C3)(=O)=O)=N2)C2=C(C=CC=C2C)C 10-(3-Chlorophenyl)-6-(2,6-dimethylphenyl)-2,2-dioxo-9-oxa-2λ6-thia-3,5,12,19-tetrazatricyclo[12.3.1.14,8]nonadeca-1(18),4(19),5,7,14,16-hexaen-13-one